N-(benzo[d][1,2]thiazepin-3-yl)-4-(2-fluorophenyl)benzamide C1=NS(C=CC2=C1C=CC=C2)NC(C2=CC=C(C=C2)C2=C(C=CC=C2)F)=O